BrC1=C(N(C=2N(C1=O)N=C(N2)C=2CCOCC2)CC(=O)NC2=C(C=C(C=C2)C(F)(F)F)Cl)CC 2-(6-Bromo-2-(3,6-dihydro-2H-pyran-4-yl)-5-ethyl-7-oxo-[1,2,4]triazolo[1,5-a]pyrimidin-4(7H)-yl)-N-(2-chloro-4-(trifluoromethyl)phenyl)acetamide